CC1(CC1)C1=NOC=C1 3-(1-methylcyclopropyl)isoxazol